1-ethyl-3-hydroxy-6-(1-(4-nitrobenzyl)-1H-1,2,3-triazol-4-yl)quinoline-2,4(1H,3H)-dione C(C)N1C(C(C(C2=CC(=CC=C12)C=1N=NN(C1)CC1=CC=C(C=C1)[N+](=O)[O-])=O)O)=O